CC=1C=CC=C2C(=NNC12)C1=CCNCCC1 7-methyl-3-(2,5,6,7-tetrahydro-1H-azepin-4-yl)-1H-indazole